FC(C(O)C1=C(C=CC2=CC=CC=C12)OC)(F)F 2,2,2-trifluoro-1-(2-methoxynaphthalen-1-yl)ethan-1-ol